COCC1=C(C(=CC=C1)NC(=O)C1=CC2=C(N1C)C=CS2)COC2=CC=C(OC[C@H]1CN(CC1)C(=O)OC(C)(C)C)C=C2 tert-butyl (3R)-3-[[4-[[2-(methoxymethyl)-6-[(4-methylthieno[3,2-b]pyrrole-5-carbonyl)amino]phenyl]methoxy]phenoxy] methyl]pyrrolidine-1-carboxylate